4-[6-[(4-methoxyphenyl)carbamoyl]pyridazin-3-yl]piperazine-1-carboxylic acid tert-butyl ester C(C)(C)(C)OC(=O)N1CCN(CC1)C=1N=NC(=CC1)C(NC1=CC=C(C=C1)OC)=O